(3R)-7-fluoro-N-{(1S)-2-methyl-1-[(4-methylpiperidin-1-yl)methyl]Propyl}-1,2,3,4-tetrahydroisoquinoline-3-carboxamide FC1=CC=C2C[C@@H](NCC2=C1)C(=O)N[C@@H](C(C)C)CN1CCC(CC1)C